Cl.N[C@@H](CNC(=O)C=1NC2=CC=CC=C2C1C1CCC(CC1)(F)F)C(CCN)O N-((2S)-2,5-diamino-3-hydroxypentyl)-3-(4,4-difluorocyclohexyl)-1H-indole-2-carboxamide hydrogen chloride salt